O[C@@H]1[C@](COC1)(C)N1CCC(CC1)C=1C=C2C=C(N=CC2=CC1C)NC(=O)[C@@H]1[C@H](C1)C1=NC=CC=C1 (1S,2S)-N-(6-(1-((3R,4R)-4-hydroxy-3-methyltetrahydrofuran-3-yl)piperidin-4-yl)-7-methylisoquinolin-3-yl)-2-(pyridin-2-yl)cyclopropane-1-carboxamide